OC=1C=C2CCN=CC2=CC1 6-hydroxy-3,4-dihydroisoquinolin